(S)-2-((4-(3-(7-cyano-3,4-dihydroisoquinolin-2(1H)-yl)-1H-pyrazol-1-yl)piperidin-1-yl)methyl)-1-(oxetan-2-ylmethyl)-1H-benzo[d]imidazole-6-carboxylic acid C(#N)C1=CC=C2CCN(CC2=C1)C1=NN(C=C1)C1CCN(CC1)CC1=NC2=C(N1C[C@H]1OCC1)C=C(C=C2)C(=O)O